Rubidium silanolat [SiH3][O-].[Rb+]